butyl (6-(hydroxymethyl)spiro[3.3]heptan-2-yl)carbamate OCC1CC2(CC(C2)NC(OCCCC)=O)C1